ClCC1=CC2=CC=CC=C2C=C1CCl 2,3-bis(chloromethyl)naphthalene